bis(terpyridine) ruthenium [Ru].N1=C(C=CC=C1)C1=NC=CC=C1C1=NC=CC=C1.N1=C(C=CC=C1)C1=NC=CC=C1C1=NC=CC=C1